BrC1=CC(=C(CNS(=O)(=O)C)C=C1)C N-(4-bromo-2-methylbenzyl)methanesulfonamide